N-[4-(Chlorodifluoromethoxy)phenyl]-1-(oxan-4-yl)-6-oxo-1,6-dihydropyridine-3-carboxamide ClC(OC1=CC=C(C=C1)NC(=O)C1=CN(C(C=C1)=O)C1CCOCC1)(F)F